CC=1N(C(=C2C(N(N=CC21)C=2C=NC=CC2)=O)C)C=2C=C(C=CC2)C 5,7-Dimethyl-2-(pyridin-3-yl)-6-(m-tolyl)-2,6-dihydro-1H-pyrrolo[3,4-d]pyridazin-1-one